O[C@@H]1[C@H](CCCC1)NC(=O)C=1C=C(C=2N(N1)C=CC2)CC2=CC(=NC=C2)C2=CC=C(C=C2)C(NC)=O N-[(1S,2S)-2-hydroxycyclohexyl]-4-[2-(4-methylcarbamoylphenyl)-pyridin-4-yl-methyl]-pyrrolo[1,2-b]pyridazine-2-carboxamide